C(C=C)OC=O formic acid-2-propenyl ester